N-(4-fluorophenyl)-6-(3-methylbut-1-yn-1-yl)-1H-indazol-5-amine FC1=CC=C(C=C1)NC=1C=C2C=NNC2=CC1C#CC(C)C